tert-butyl 3-((((9H-fluoren-9-yl) methoxy) carbonyl)amino)-4-((3-(4-chloro-3-fluoro benzoyl)-4,5-dimethylthiophen-2-yl)amino)-4-oxobutanoate C1=CC=CC=2C3=CC=CC=C3C(C12)COC(=O)NC(CC(=O)OC(C)(C)C)C(=O)NC=1SC(=C(C1C(C1=CC(=C(C=C1)Cl)F)=O)C)C